6-((3-methoxy-4-((tetrahydrofuran-2-yl)methoxy)phenyl)amino)-3-morpholinoquinoxaline-5-carbonitrile COC=1C=C(C=CC1OCC1OCCC1)NC1=C(C=2N=C(C=NC2C=C1)N1CCOCC1)C#N